4-hydroxy-3-methoxyamphetamine OC1=C(C=C(CC(N)C)C=C1)OC